COC=C(C(=O)N)CC1=CC=C2C(=CC(OC2=C1)=O)C1=C(C=CC=C1)C 3-methoxy-2-((2-oxo-4-(o-tolyl)-2H-chromen-7-yl)methyl)propenamide